tert-butyl (2-(6-chloro-2-((3,4-dichlorophenyl)amino)-3-vinyl-9H-carbazol-9-yl)ethyl)carbamate ClC=1C=C2C=3C=C(C(=CC3N(C2=CC1)CCNC(OC(C)(C)C)=O)NC1=CC(=C(C=C1)Cl)Cl)C=C